CC1=CC=C(C=C1)[C@H](C(=O)O)C |r| (2RS)-2-(4-methylphenyl)propionic acid